1-phenyl-2,5-dihydropyrazol-1-oxide C1(=CC=CC=C1)[N+]1(NC=CC1)[O-]